MERCAPTOBENZAMIDE SC1=C(C(=O)N)C=CC=C1